1-((pyridin-3-ylimino)methyl)naphthalen-2-ol N1=CC(=CC=C1)N=CC1=C(C=CC2=CC=CC=C12)O